FC1=C(C(=C(C=C1OC)OC)F)N1C(N(C2=C(C1)C=NC(=C2)C2=CC=C(CN1C[C@H](CC1)C#N)C=C2)CC)=O (S)-1-(4-(3-(2,6-difluoro-3,5-dimethoxyphenyl)-1-ethyl-2-oxo-1,2,3,4-tetrahydropyrido[4,3-d]pyrimidin-7-yl)benzyl)pyrrolidine-3-carbonitrile